C(O)C1(N[C@@H](CC2C3=CC=CC=C3N=C12)C(=O)O)CO (3S)-1,1-dimethylol-tetrahydro-β-carboline-3-carboxylic acid